C(#N)C1=C(C(NC2=CC=CC(=C12)C)=O)CC(=O)N[C@H](C)C1=NC=C(C=C1)C#N 2-(4-cyano-5-methyl-2-oxo-1H-quinolin-3-yl)-N-[(1R)-1-(5-cyanopyridin-2-yl)ethyl]acetamide